1-(3-hydroxypyrrolidin-1-yl)isoquinoline-3-carboxylic acid OC1CN(CC1)C1=NC(=CC2=CC=CC=C12)C(=O)O